3-methyl-6,7,7a,8,10,11-hexahydro-9H-pyrazino[1,2-d]pyrido[3,2-b][1,4]oxazepin CC1=CC=2OCCC3N(C2N=C1)CCNC3